(R)-3-(3-chloro-4-fluorophenyl)-1-cyclopropyl-1-(1-(1-methoxyisoquinolin-4-yl)ethyl)urea ClC=1C=C(C=CC1F)NC(N([C@H](C)C1=CN=C(C2=CC=CC=C12)OC)C1CC1)=O